COCCS(=O)(=NCC1=CC=C(C=C1)C1=NOC(=N1)C(F)(F)F)C (2-methoxyethyl)(methyl)((4-(5-(trifluoromethyl)-1,2,4-oxadiazol-3-yl)benzyl)imino)-λ6-sulfanone